Cl.CC(=N)N 1-methylformamidine hydrochloride